C(C(C)C)C1=C(NC)C=C(C(=C1)N1CCN(CC1)CC=1N=NC=CC1)C=1N=NNN1 2-isobutyl-N-methyl-4-[4-(pyridazin-3-ylmethyl)piperazin-1-yl]-5-(2H-tetrazol-5-yl)aniline